dimethylethoxy(3-glycidoxypropyl)silane C[Si](CCCOCC1CO1)(OCC)C